2-(benzyloxy)cyclobutanone C(C1=CC=CC=C1)OC1C(CC1)=O